methyl 2-chlorooxazole-4-carboxylate ClC=1OC=C(N1)C(=O)OC